N-(1'-(2-((1s,3s)-3-cyano-3-fluorocyclobutoxy)-6-methylpyrimidin-4-yl)-1',2'-dihydrospiro[cyclopropane-1,3'-pyrrolo[3,2-c]pyridin]-6'-yl)acetamide C(#N)C1(CC(C1)OC1=NC(=CC(=N1)N1CC2(C=3C=NC(=CC31)NC(C)=O)CC2)C)F